C(CC)C1=CC(=C(C(=C1)F)Br)F 4-propyl-2,6-difluorobromobenzene